C1(CCCC1)NC(=O)C1=NN2C(N=C(C=C2N2CCOCC2)N2N=C(C=C2)C2=CC=CC=C2)=C1 N-cyclopentyl-7-morpholino-5-(3-phenylpyrazol-1-yl)pyrazolo[1,5-a]pyrimidine-2-carboxamide